N1(C=CC=C1)C1=C(OCC=2NC(C3=C(N2)N(N=C3)C3CCCC3)=O)C=CC=C1 6-{[2-(1H-pyrrol-1-yl)phenoxy]methyl}-1-cyclopentyl-1H-pyrazolo[3,4-d]pyrimidin-4(5H)-one